ethyl pantothenyl ether C(CCNC([C@H](O)C(C)(C)CO)=O)(=O)OCC